1,1'-(cyclopentane-1,1-diylbis(ethane-2,1-diyl))bis(1-ethylpyrrolidin-1-ium) iodide [I-].C1(CCCC1)(CC[N+]1(CCCC1)CC)CC[N+]1(CCCC1)CC.[I-]